OC(CCSCCNC(CCNC([C@@H](C(COP(OP(OC[C@@H]1[C@H]([C@H]([C@@H](O1)N1C=NC=2C(N)=NC=NC12)O)OP(=O)(O)O)(=O)O)(=O)O)(C)C)O)=O)=O)CC 3-hydroxypentyl-coenzyme A